FC(OC=1C(=NC(=NC1OC)NS(=O)(=O)C1=CNC2=C(C(=CC=C12)C)C1=NC=CC=N1)OC)F N-[5-(difluoromethoxy)-4,6-dimethoxy-pyrimidin-2-yl]-6-methyl-7-(2-pyrimidyl)-1H-indole-3-sulfonamide